2-((3R,4S)-3-fluoro-4-((2-(3-((2-methoxy-4-(methylsulfonyl)phenyl)amino)prop-1-yn-1-yl)-1-(2,2,2-trifluoroethyl)-1H-indol-4-yl)amino)piperidin-1-yl)acetamide F[C@@H]1CN(CC[C@@H]1NC1=C2C=C(N(C2=CC=C1)CC(F)(F)F)C#CCNC1=C(C=C(C=C1)S(=O)(=O)C)OC)CC(=O)N